N1(C=NC=C1)C1=NC=C(C(=C1)O)C1=NC=C(N=C1)/C=C\1/C[C@]2(CCC[C@@H](C1)N2)C 2-(1H-imidazol-1-yl)-5-(5-((E)-((1R,5S)-1-methyl-9-azabicyclo[3.3.1]nonan-3-ylidene)methyl)pyrazin-2-yl)pyridin-4-ol